C(C)OC(C(C1=C2N(C=N1)CCC2)N2N=C1C(=C(C=C(C1=C2)Cl)Br)Cl)=O 2-(6-bromo-4,7-dichloro-2H-indazol-2-yl)-2-(6,7-dihydro-5H-pyrrolo[1,2-c]imidazol-1-yl)acetic acid ethyl ester